5-((7-chloro-1-methyl-6-((4-(methylamino)pyrazolo[1,5-a]pyrazin-3-yl)oxy)-1H-imidazo[4,5-b]pyridin-2-yl)amino)-2-fluoro-N,N-dimethyl-3-(trifluoromethyl)benzamide ClC1=C2C(=NC=C1OC=1C=NN3C1C(=NC=C3)NC)N=C(N2C)NC=2C=C(C(=C(C(=O)N(C)C)C2)F)C(F)(F)F